2-(3-(Trifluoromethyl)benzyl)-6-(2,6-dichloro-4-nitrophenoxy)-3,4-dihydroisoquinoline FC(C=1C=C(CN2CC3=CC=C(C=C3CC2)OC2=C(C=C(C=C2Cl)[N+](=O)[O-])Cl)C=CC1)(F)F